4-bromo-3-chloro-2-methylpyridine 1-oxide BrC1=C(C(=[N+](C=C1)[O-])C)Cl